4-tert-butyl 2-ethyl (5R)-5-methyl-1,1-dioxo-1λ6-thiomorpholine-2,4-dicarboxylate C[C@@H]1CS(C(CN1C(=O)OC(C)(C)C)C(=O)OCC)(=O)=O